BrC=1C(=NC(=NC1)Cl)NC1=CC=C(C=2C=CN(C12)S(=O)(=O)C)O 7-((5-Bromo-2-chloropyrimidin-4-yl)amino)-1-(methylsulfonyl)indole-4-ol